tert-butyl 4-(4-(2-(2-ethoxy-1-((R)-6-fluoro-6,7-dihydro-5H-pyrrolo[1,2-c]imidazol-1-yl)-2-oxoethyl)-4,7-dimethyl-2H-indazol-6-yl)phenyl)piperidine-1-carboxylate C(C)OC(C(C1=C2N(C=N1)C[C@@H](C2)F)N2N=C1C(=C(C=C(C1=C2)C)C2=CC=C(C=C2)C2CCN(CC2)C(=O)OC(C)(C)C)C)=O